FC(C[C@H]1OC(OC1)C1=CC=C(C=C1)OC)CI (4R)-4-(2-fluoro-3-iodopropyl)-2-(4-methoxyphenyl)-1,3-dioxolane